6-chloro-N-[5-(difluoromethoxy)-4,6-dimethoxy-pyrimidin-2-yl]-7-fluoro-1H-indole-3-sulfonamide ClC1=CC=C2C(=CNC2=C1F)S(=O)(=O)NC1=NC(=C(C(=N1)OC)OC(F)F)OC